NCCC[SiH2][SiH2][SiH3] (3-aminopropyl)trisilane